(R)-(4-chlorophenyl-3-d)(3-(6-fluorobenzo[d]thiazol-2-yl)-8-methyl-5,6-dihydro-[1,2,4]triazolo[4,3-a]pyrazin-7(8H)-yl)methanone ClC1=C(C=C(C=C1)C(=O)N1[C@@H](C=2N(CC1)C(=NN2)C=2SC1=C(N2)C=CC(=C1)F)C)[2H]